tert-butyl (1S,5R)-3-[3-amino-6-(2-benzyloxyphenyl)pyridazin-4-yl]-3,8-diazabicyclo[3.2.1]octane-8-carboxylate NC=1N=NC(=CC1N1C[C@@H]2CC[C@H](C1)N2C(=O)OC(C)(C)C)C2=C(C=CC=C2)OCC2=CC=CC=C2